4-(1-methyltriazol-4-yl)-N-[(3R)-3-piperidyl]-N-[4-(1H-pyrazol-3-yl)-2-pyridyl]benzamide CN1N=NC(=C1)C1=CC=C(C(=O)N(C2=NC=CC(=C2)C2=NNC=C2)[C@H]2CNCCC2)C=C1